BrC=1C(=C(C=CC1)NC(=O)C=1N(C2=C(CN(CC2)C(=O)OC(C)(C)C)N1)C([2H])([2H])[2H])Cl Tert-butyl 2-((3-bromo-2-chlorophenyl)carbamoyl)-1-(methyl-d3)-1,4,6,7-tetrahydro-5H-imidazo[4,5-c]pyridine-5-carboxylate